COC1=C(C=C(C=C1)O)\C=C\C1=CC=CC=C1 methoxy-5-hydroxy-(E)-stilbene